BrC1=C(C=C2C(=NC(=NC2=C1)C)N[C@H](C)C1=C(C(=CC=C1)C(F)(F)F)C)P(C)(C)=O (R)-(7-Bromo-2-methyl-4-((1-(2-methyl-3-(trifluoromethyl)phenyl)ethyl)amino)quinazoline-6-yl)Dimethylphosphine oxide